The molecule is a resin glycoside that is the pentasaccharide derivative of jalapinolic acid. Isolated from the aerial parts of Ipomoea pes-caprae, it has been found to exhibit potential inhibitory effect against multidrug resistance in the human breast cancer cell line. It has a role as a metabolite. It is a cinnamate ester, a macrocyclic lactone, a pentasaccharide derivative, a resin glycoside and a decanoate ester. It derives from an isobutyric acid, a decanoic acid, a trans-cinnamic acid and a jalapinolic acid. CCCCCCCCCC(=O)O[C@@H]1[C@@H]([C@H]([C@@H](O[C@H]1O[C@H]2[C@@H](O[C@@H]3[C@@H]([C@@H]2OC(=O)CCCCCCCCC[C@@H](O[C@H]4[C@H](O3)[C@H]([C@H]([C@H](O4)C)O)O)CCCCC)O)C)C)O[C@H]5[C@@H]([C@@H]([C@H]([C@@H](O5)C)OC(=O)C(C)C)OC(=O)/C=C/C6=CC=CC=C6)O)O[C@H]7[C@@H]([C@@H]([C@H]([C@@H](O7)C)O)O)O